[Br-].C(C)[Mn+] ethyl-manganese bromide